(2S,3R,4S,5S,6S)-2-(5-formyl-2-nitrophenoxy)-6-(methoxycarbonyl)tetrahydro-2H-pyran-3,4,5-triyl triacetate C(C)(=O)O[C@H]1[C@@H](O[C@@H]([C@H]([C@@H]1OC(C)=O)OC(C)=O)C(=O)OC)OC1=C(C=CC(=C1)C=O)[N+](=O)[O-]